BrC=1C=CC=2N(C3=CC=CC=C3C2C1)C1=CC=C(C=C1)C1=CC=C(C=C1)N1C2=CC=CC=C2C=2C=C(C=CC12)Br 4,4'-bis(3-bromo-9H-carbazole-9-yl)biphenyl